IC1=CC=C(C=C1)CCN 2-(4-iodophenyl)ethylamine